methyl-1H-pyrrolo[2,3-c]pyridine-3-carboxamide CN1C=C(C=2C1=CN=CC2)C(=O)N